C1(CC1)N1N=CC(=C1)[C@H]1C=C(CCO1)C1=CC=2N(C(=N1)C1=C(C=C(C=C1)C(F)(F)F)F)C=C(N2)C 7-[(6R)-6-(1-cyclopropylpyrazol-4-yl)-3,6-dihydro-2H-pyran-4-yl]-5-[2-fluoro-4-(trifluoromethyl)phenyl]-2-methyl-imidazo[1,2-c]pyrimidine